COC1=CC=C(CN=C(C(Cl)(Cl)Cl)[O-])C=C1.C[N+](CCCNC(C(=C)C)=O)(C)C N-[3-(trimethylammonio)propyl]methacrylamide 4-methoxybenzyl-trichloroacetimidate